N-(1-cyano-1-methyl-ethyl)-4-[[2-(5-fluoro-2-hydroxy-phenyl)acetyl]amino]pyridine-2-carboxamide C(#N)C(C)(C)NC(=O)C1=NC=CC(=C1)NC(CC1=C(C=CC(=C1)F)O)=O